5-chloro-2H-benzo[1,2,3]triazole ClC1=CC=2C(=NNN2)C=C1